Tert-butyl 4-(1-methylsulfonyloxycyclopropyl)piperidine-1-carboxylate CS(=O)(=O)OC1(CC1)C1CCN(CC1)C(=O)OC(C)(C)C